(2S,4R)-1-[(2S)-3,3-dimethyl-2-[4-(2-quinolyl)triazol-1-yl]butanoyl]-4-hydroxy-N-methyl-pyrrolidine-2-carboxamide CC([C@@H](C(=O)N1[C@@H](C[C@H](C1)O)C(=O)NC)N1N=NC(=C1)C1=NC2=CC=CC=C2C=C1)(C)C